C(#C)C=1C=C(C=CC1)C(=O)N1CCC2(C(N3[C@H](O2)CC[C@H]3C3=CC=CC=C3)=O)CC1 (5'S,7a'R)-1-(3-ethynylbenzene-1-carbonyl)-5'-phenyl-tetrahydro-3'H-spiro-[piperidine-4,2'-pyrrolo[2,1-b][1,3]-oxazol]-3'-one